NC1=NC(=C(C(=N1)Cl)NC=O)Cl 2-amino-4,6-dichloro-5-formamidopyrimidine